2-imidazolin-5-one hydrochloride Cl.N1C=NCC1=O